CCCC[N+](CCCC)(CCCC)CC1=CC=CC=C1.[Br-] benzyltri-n-butylammonium bromide